COC(=O)C1CC(OCC1)NC1=CC(=C(C=C1)Br)COCCC(C)C ((4-bromo-3-((isopentyloxy)methyl)phenyl)amino)tetrahydro-2H-pyran-4-carboxylic acid methyl ester